ClC1=C(C=C(C(=C1)Cl)OCC1=C(C=C(C=C1)C#N)F)NC(=O)N[C@@H](C)C=1N(N=CN1)C1=NC=CC=N1 1-[2,4-dichloro-5-[(4-cyano-2-fluoro-phenyl)methoxy]phenyl]-3-[(1S)-1-(2-pyrimidin-2-yl-1,2,4-triazol-3-yl)ethyl]urea